[Cl-].C(C1=CC=CC=C1)[N+](CCCC)(CCCC)CCCC N-benzyl-N,N,N-tributyl-ammonium chloride